4-(2-bromophenyl)dibenzo[b,d]furane BrC1=C(C=CC=C1)C1=CC=CC2=C1OC1=C2C=CC=C1